S-diphenylmethyl-L-cysteine C1(=CC=CC=C1)C(SC[C@H](N)C(=O)O)C1=CC=CC=C1